(S)-1-(2-chloro-5-(4-(4-methylpiperazin-1-yl)phenyl)pyridin-4-yl)piperidin-3-ol ClC1=NC=C(C(=C1)N1C[C@H](CCC1)O)C1=CC=C(C=C1)N1CCN(CC1)C